2-(azepan-1-yl)-N-(4-(cis-bicyclo[3.1.0]hexan-3-yloxy)-3,5-difluorophenyl)-5-ethyloxazole-4-carboxamide N1(CCCCCC1)C=1OC(=C(N1)C(=O)NC1=CC(=C(C(=C1)F)OC1CC2CC2C1)F)CC